Z-benzo[c]chromen-1-ol C=1(C=2C3=C(COC2C=CC1)C=CC=C3)O